1-(2,3-Dihydrobenzo[1,4]dioxin-2-ylmethyl)-3-ethylpiperidine-3-carboxylic acid ethyl ester C(C)OC(=O)C1(CN(CCC1)CC1COC2=C(O1)C=CC=C2)CC